(3aR,5s,6aS)-2-(2-(4-methoxyphenoxy)ethyl)-N-(6-(2,3,5-trifluorophenyl)pyridazin-3-yl)octahydrocyclopenta[c]pyrrol-5-amine COC1=CC=C(OCCN2C[C@@H]3[C@H](C2)CC(C3)NC=3N=NC(=CC3)C3=C(C(=CC(=C3)F)F)F)C=C1